2H-pyrrol-2-one N=1C(C=CC1)=O